(4-bromobenzyl)-5-fluoro-2-hydroxybenzamide BrC1=CC=C(CC=2C(=C(C(=O)N)C=C(C2)F)O)C=C1